3-((3-cyanopyridin-2-yl)oxy)-2,2-dimethyl-N-(1-methylpiperidin-4-yl)propanamide C(#N)C=1C(=NC=CC1)OCC(C(=O)NC1CCN(CC1)C)(C)C